N1(CCNCC1)CC1CCN(CC1)C1=CC=C(C=C1)[C@@H]1C(NC(CC1)=O)=O |r| rac-(3R)-3-{4-[4-(piperazin-1-ylmethyl)piperidin-1-yl]phenyl}piperidine-2,6-dione